3-N-Morpholinopropanesulfonic acid C1COCCN1CCCS(=O)(=O)O